S(=O)(=O)(O)C1=CC=C(C=C1)C=1C2=CC=C(N2)C(=C2C=CC(C(=C3C=CC(=C(C=4C=CC1N4)C4=CC=C(C=C4)S(=O)(=O)O)N3)C3=CC=C(C=C3)S(=O)(=O)O)=N2)C2=CC=C(C=C2)S(=O)(=O)O 5,10,15,20-tetrakis(4-sulfophenyl)porphyrin